C(C)(C)C=1C=2N(C(=CC1)OCC(F)(F)F)N=C(N2)NC2C1CN(CC2CC1)C1=CN=NC(=C1)OC 8-isopropyl-N-((8endo)-3-(6-methoxypyridazin-4-yl)-3-azabicyclo[3.2.1]octan-8-yl)-5-(2,2,2-trifluoroethoxy)-[1,2,4]triazolo[1,5-a]pyridin-2-amine